tridec-2-yn-1-ol C(C#CCCCCCCCCCC)O